N-(1-(2-methoxybenzyl)cyclopropyl)-2-(1-methyl-piperidin-2-yl)acetamide COC1=C(CC2(CC2)NC(CC2N(CCCC2)C)=O)C=CC=C1